C1(CC1)CS(=O)(=O)N1C2CN(CC1C2)C2=CC=C(C=N2)C=2C=1N(C=C(C2)OCC(C)(C)O)N=CC1C#N 4-(6-(6-((cyclopropylmethyl)sulfonyl)-3,6-diazabicyclo[3.1.1]hept-3-yl)pyridin-3-yl)-6-(2-hydroxy-2-methylpropoxy)pyrazolo[1,5-a]pyridine-3-carbonitrile